4'-((3-(3-hydroxyoxetan-3-yl)-1-(4-methoxybenzoyl)pyrrolidin-3-yl)methoxy)-[1,1'-biphenyl]-4-carbonitrile OC1(COC1)C1(CN(CC1)C(C1=CC=C(C=C1)OC)=O)COC1=CC=C(C=C1)C1=CC=C(C=C1)C#N